5-chloro-2-fluoro-N-(thiazol-4-yl)benzenesulfonamide ClC=1C=CC(=C(C1)S(=O)(=O)NC=1N=CSC1)F